Ethyl-5-(2-(2-methylpyridin-3-yl)quinolin-8-yl)pyridin-2-amine C(C)C=1C(=NC=C(C1)C=1C=CC=C2C=CC(=NC12)C=1C(=NC=CC1)C)N